tert-butyl 2,2-dimethyl-5-oxopentanoate CC(C(=O)OC(C)(C)C)(CCC=O)C